1-(1-((R)-1-(2,4-Dichlorophenyl)ethyl)-3-(trifluoromethyl)-1H-pyrazolo[3,4-b]pyrazin-6-yl)azetidin ClC1=C(C=CC(=C1)Cl)[C@@H](C)N1N=C(C=2C1=NC(=CN2)N2CCC2)C(F)(F)F